ClC=1C=C(C(=NC1)C)S(=O)(=O)NC1=C(C(=C(C=C1)F)[C@H]1CCC=2N(C1)C=NC2C=2NC=CN2)F 5-chloro-N-[2,4-difluoro-3-[(6R)-1-(1H-imidazol-2-yl)-5H,6H,7H,8H-imidazo[1,5-a]pyridin-6-yl]phenyl]-2-methylpyridine-3-sulfonamide